COCOC1=C(C=C(C=C1)C)C1=CC=CC=C1 2-(methoxymethoxy)-5-methyl-1,1'-biphenyl